7-iodopyrrolo[1,2-b]pyridazine-3-carbonitrile IC1=CC=C2N1N=CC(=C2)C#N